ClC1=NC=CC(=N1)C1=NC2=CC=CC=C2N=C1 (2-chloropyrimidin-4-yl)quinoxaline